CN1N=C(C2=C1N=CC=C2C(=O)O)C 1,3-dimethyl-1H-pyrazolo[3,4-b]pyridine-4-carboxylic acid